CN(C([C@H](CC(=O)O)N(C)C(=O)OCC1C2=CC=CC=C2C=2C=CC=CC12)=O)C (3S)-4-(dimethylamino)-3-[9H-fluoren-9-ylmethoxycarbonyl(methyl)amino]-4-oxo-butyric acid